4-[(methoxyimino)(phenyl)methyl]-3-methyl-1-phenyl-4,5-dihydro-1H-pyrazol-5-one CON=C(C1C(=NN(C1=O)C1=CC=CC=C1)C)C1=CC=CC=C1